C(#N)C=1C(=NN2C1NC1=C(CC2)C=C(C=C1)N1CCN(CC1)C(=O)OCC1=CC=CC=C1)C1=C(C=C(C=C1)CNC(C1=C(C=CC(=C1)C(F)(F)F)OC)=O)F benzyl 4-(3-cyano-2-(2-fluoro-4-((2-methoxy-5-(trifluoromethyl)benzamido)methyl)phenyl)-9,10-dihydro-4H-benzo[d]pyrazolo[1,5-a][1,3]diazepin-7-yl)piperazine-1-carboxylate